N-(3-Chloro-4-fluorophenyl)-4-(5-(3-(difluoromethyl)-1-(2-hydroxyethyl)-1H-pyrazol-5-yl)-5-hydroxyoctahydropentalen-2-yl)-1-methyl-1H-imidazole-5-carboxamide ClC=1C=C(C=CC1F)NC(=O)C1=C(N=CN1C)C1CC2CC(CC2C1)(O)C1=CC(=NN1CCO)C(F)F